COC([C@H](C(C)C)NC(=O)C1=CN=C(O1)C1=CC(=CC=C1)C1=NN=C(N1)C(N[C@@H](C)C1CC1)=O)=O.BrC1=NC(=CN=C1)OCCOC 2-Bromo-6-(2-methoxyethoxy)pyrazine (S)-methyl-2-(2-(3-(5-(((S)-1-cyclopropylethyl)carbamoyl)-4H-1,2,4-triazol-3-yl)phenyl)oxazole-5-carboxamido)-3-methylbutanoate